ClC(C)O[Si](OCC)(OCC)CCC chloro-propyl-triethoxysilane